BrC1=C(C2=C(N(C=N2)C)C=C1Cl)Cl 5-bromo-4,6-dichloro-1-methyl-benzimidazole